1-benzyl 2-methyl (2S,3R,4S)-4-[(tert-butyldiphenylsilyl)oxy]-3-methylpyrrolidine-1,2-dicarboxylate [Si](C1=CC=CC=C1)(C1=CC=CC=C1)(C(C)(C)C)O[C@H]1[C@@H]([C@H](N(C1)C(=O)OCC1=CC=CC=C1)C(=O)OC)C